BrC1=CC=C(C=C1)C(C1CN(CC1)C(=O)OC(C)(C)C)O Tert-butyl 3-[(4-bromophenyl)-hydroxy-methyl]pyrrolidine-1-carboxylate